3-methyl-5-nitro-1H-pyrazole CC1=NNC(=C1)[N+](=O)[O-]